FC=1C=C(C=C(C1)OCC(C)C)C1=CC=C(C(=N1)N1C(C[C@@H](C1)C)(C)C)C(=O)N 6-(3-fluoro-5-isobutoxyphenyl)-2-[(4S)-2,2,4-trimethylpyrrolidin-1-yl]pyridin-3-carboxamid